2-isopropoxy-5-(4-nitro-2-(2-trityl-2H-tetrazol-5-yl)phenyl)pyridine C(C)(C)OC1=NC=C(C=C1)C1=C(C=C(C=C1)[N+](=O)[O-])C=1N=NN(N1)C(C1=CC=CC=C1)(C1=CC=CC=C1)C1=CC=CC=C1